(3,5-di-bromo-4-hydroxyphenyl)(2-ethyl-5-fluoro-2H-indazol-3-yl)methanone BrC=1C=C(C=C(C1O)Br)C(=O)C=1N(N=C2C=CC(=CC12)F)CC